tert-butyl (2R)-2-[[tert-butyl(dimethyl)silyl]oxymethyl]-2-[(7-fluoro-2-formyl-indan-5-yl)carbamoyl]pyrrolidine-1-carboxylate [Si](C)(C)(C(C)(C)C)OC[C@@]1(N(CCC1)C(=O)OC(C)(C)C)C(NC=1C=C2CC(CC2=C(C1)F)C=O)=O